O=S1(CC(NCC1)C1=NC=2N(N=C1)C=C(N2)[C@@H](NC(OCC2=CC=CC=C2)=O)C2CCC(CC2)C(F)(F)F)=O Benzyl N-{(S)-[3-(1,1-dioxo-1,4-thiazinan-3-yl)imidazo[1,2-b][1,2,4]triazin-6-yl][4-(trifluoromethyl)cyclohexyl]methyl}carbamate